ClC1=CC(=C(COC2=CC=CC(=N2)C2=CC(=C(C=C2)CC(=O)NC2=C(C=C(C(=O)OC)C=C2)NC[C@H]2OCC2)F)C=C1)F methyl (S)-4-(2-(4-(6-((4-chloro-2-fluorobenzyl)oxy)pyridin-2-yl)-2-fluorophenyl)acetamido)-3-((oxetan-2-ylmethyl)amino)benzoate